5-methyl-N-((S)-4-((S)-2-methylpiperidin-1-yl)-1,4-dioxo-1-(((S)-1-(5-phenyl-1H-imidazol-2-yl)ethyl)amino)butan-2-yl)isoxazole-3-carboxamide CC1=CC(=NO1)C(=O)N[C@H](C(N[C@@H](C)C=1NC(=CN1)C1=CC=CC=C1)=O)CC(=O)N1[C@H](CCCC1)C